4-[4-[3-(trifluoromethyl)phenyl]piperazin-1-yl]sulfonylaniline FC(C=1C=C(C=CC1)N1CCN(CC1)S(=O)(=O)C1=CC=C(N)C=C1)(F)F